4-[2-fluoro-4-(trifluoromethoxy)anilino]-3-methyl-piperidine-1-carboxylic acid tert-butyl ester C(C)(C)(C)OC(=O)N1CC(C(CC1)NC1=C(C=C(C=C1)OC(F)(F)F)F)C